[9z,12z]-9,12-octadecadienoic acid C(CCCCCCC\C=C/C\C=C/CCCCC)(=O)O